C(C)(C)C1=CN=C2N1N=C(C=C2NCC2=C(C=CC=C2)C(F)(F)F)SC2CCNCC2 3-isopropyl-6-(piperidin-4-ylthio)-N-(2-(trifluoromethyl)benzyl)imidazo[1,2-b]pyridazin-8-amine